OC1=CN=C(C2=CC(=CC=C12)OC1=CC=CC=C1)CN(C)OC 4-hydroxy-1-((methoxy(methyl)amino)methyl)-7-phenoxyisoquinoline